CN(C(C[C@H](N)C(=O)O)=O)C N4,N4-dimethyl-L-asparagine